[Na+].C(CC)S(=O)(=O)[O-] propyl-sulfonic acid sodium salt